C1(CCCCC1)NC(C(C=1C=NC=CC1)N(C(=O)[C@@H]1N(C[C@@H](C1)O)C(=O)OC(C)(C)C)C1=CC2=C(N=C(N2COCC[Si](C)(C)C)C)C=C1)=O tert-butyl (2R,4R)-2-[[2-(cyclohexylamino)-2-oxo-1-(3-pyridyl)ethyl]-[2-methyl-3-(2-trimethylsilylethoxymethyl)benzimidazol-5-yl]carbamoyl]-4-hydroxy-pyrrolidine-1-carboxylate